3-chloro-6-((1-(4-fluorophenyl)-4-(trimethylsilyl)-1H-1,2,3-triazol-5-yl)methoxy)pyridazine ClC=1N=NC(=CC1)OCC1=C(N=NN1C1=CC=C(C=C1)F)[Si](C)(C)C